[iminobis(methylen)]bisphosphonic acid N(CP(O)(O)=O)CP(O)(O)=O